(2R)-2-(4-methyl-3-oxopentyl)morpholine-4-carboxylic acid tert-butyl ester C(C)(C)(C)OC(=O)N1C[C@H](OCC1)CCC(C(C)C)=O